2-[2-(2-methoxypropoxy)propoxy]-1-propanol COC(COC(COC(CO)C)C)C